OC=1C(NC2=CC=C(N=C2C1C(=O)N)CC1=NC=CC(=C1)C1=CC=C(C=C1)OC)=O 3-Hydroxy-6-{[4-(4-methoxyphenyl)pyridin-2-yl]methyl}-2-oxo-1,2-dihydro-1,5-naphthyridine-4-carboxamide